(4-chlorophenyl)(phenyl)carbamic acid chloride ClC1=CC=C(C=C1)N(C(=O)Cl)C1=CC=CC=C1